(2R,4aR,6R)-11-(8-chloronaphthalen-1-yl)-10-fluoro-2-methyl-6-((S)-1-methylpyrrolidin-2-yl)-2,3,4,4a,6,7-hexahydro-8-oxa-3,5a,9,12,13c-pentazanaphtho[3,2,1-de]anthracene ClC=1C=CC=C2C=CC=C(C12)C=1N=CC2=C3C=4N([C@@H](COC4N=C2C1F)[C@H]1N(CCC1)C)C[C@H]1CN[C@@H](CN13)C